FC(OC[C@H]1N(C[C@H](C1)OCC1=CC=C(C=C1)OC(F)(F)F)C1=CC=C(C(=O)O)C=C1)F 4-((2S,4S)-2-((difluoromethoxy)methyl)-4-((4-(trifluoromethoxy)benzyl)oxy)pyrrolidin-1-yl)benzoic acid